3-[2,4-bis[(3R)-3-methylmorpholin-4-yl]pyrido[2,3-d]pyrimidin-7-yl]-N-[2-[2-[2-[2-[2-[2-[2-[2-[2-(methylamino)ethoxy]ethoxy]ethoxy]ethoxy]ethoxy]ethoxy]ethoxy]ethoxy]ethyl]benzamide C[C@H]1N(CCOC1)C=1N=C(C2=C(N1)N=C(C=C2)C=2C=C(C(=O)NCCOCCOCCOCCOCCOCCOCCOCCOCCNC)C=CC2)N2[C@@H](COCC2)C